FC(CCO)(C(C(C(C(C(C(C(F)(F)F)(F)F)(F)F)(F)F)(F)F)(F)F)(F)F)F 3,3,4,4,5,5,6,6,7,7,8,8,9,9,10,10,10-heptadecafluoro-1-decanol